cis-oxalate C(C(=O)[O-])(=O)[O-]